1,6-bis(t-butylperoxycarbonyl-oxy)hexane C(C)(C)(C)OOC(=O)OCCCCCCOC(=O)OOC(C)(C)C